(R,Z)-1-((4-(2-chloro-3-fluorophenyl)-6-(trifluoromethyl)pyridin-3-yl)sulfonyl)-4-fluoro-N-(4-(methylsulfonyl)but-3-en-2-yl)piperidine-4-carboxamide ClC1=C(C=CC=C1F)C1=C(C=NC(=C1)C(F)(F)F)S(=O)(=O)N1CCC(CC1)(C(=O)N[C@H](C)\C=C/S(=O)(=O)C)F